2-((1S,3s)-3-(1-((R)-2-(2-methoxyphenyl)-2-((tetrahydro-2H-pyran-4-yl)oxy)ethyl)-5-methyl-6-(oxazol-2-yl)-2,4-dioxo-1,2-dihydrothieno[2,3-d]pyrimidine-3(4H)-yl)cyclobutyl)ethyl acetate C(C)(=O)OCCC1CC(C1)N1C(N(C2=C(C1=O)C(=C(S2)C=2OC=CN2)C)C[C@H](OC2CCOCC2)C2=C(C=CC=C2)OC)=O